OCC(NCCS(=O)(=O)O)(CO)CO 2-(tris(hydroxymethyl)methylamino)ethane-1-sulfonic acid